FC1=C(C=CC(=C1)F)C1=NC=NC2=NC(=CN=C12)C 4-(2,4-difluorophenyl)-7-methyl-pteridine